NC(=O)C1CN(CCC1)C1=NC(=NC(=C1)NCC1=CC(=C(C=C1)OC)OC)NC=1SC(=C(N1)C)C(=O)OCC 2-[[4-[3-(aminocarbonyl)-1-piperidinyl]-6-[[(3,4-dimethoxyphenyl)methyl]amino]-2-pyrimidinyl]amino]-4-methyl-5-thiazolecarboxylic acid, ethyl ester